C1(CCCCC1)C(COCC)(COC)CCC(CC)C 2-cyclohexyl-2-(3-methylpentyl)-1-ethoxy-3-methoxy-propane